N-((3-(benzyloxy)-1-butyl-6-methyl-4-oxo-1,4-dihydropyridin-2-yl)methyl)-4-methoxybenzenesulfonamide C(C1=CC=CC=C1)OC1=C(N(C(=CC1=O)C)CCCC)CNS(=O)(=O)C1=CC=C(C=C1)OC